O1COC2=C1C=CC(=C2)C2=CC=1C3=C(C(N(C1C=C2)CCN2C=CC=C2)=O)N=NN3C3=CC(=C(C=C3)N3CCNCC3)C(F)(F)F 8-(Benzo[d][1,3]dioxolan-5-yl)-1-(4-(piperazin-1-yl)-3-(trifluoromethyl)phenyl)-5-(2-(Pyrrol-1-yl)ethyl)-1,5-dihydro-4H-[1,2,3]triazolo[4,5-c]quinolin-4-one